C1(CCCCC1)OC1=CC=CC(=N1)B(O)O 6-(CYCLOHEXYLOXY)PYRIDINE-2-BORONIC ACID